2-[(4-bromoimidazol-1-yl)methyl]imidazo[1,2-a]pyridine-6-carbaldehyde BrC=1N=CN(C1)CC=1N=C2N(C=C(C=C2)C=O)C1